3-[5-(Difluoromethyl)-2-furyl]-N-methyl-aniline FC(C1=CC=C(O1)C=1C=C(NC)C=CC1)F